N-(5-(5-(1-((3R,4R)-4-hydroxy-3-methyltetrahydrofuran-3-yl)piperidin-4-yl)benzo[d]oxazol-2-yl)-8-(methylamino)-2,7-naphthyridin-3-yl)cyclopropanecarboxamide O[C@@H]1[C@](COC1)(C)N1CCC(CC1)C=1C=CC2=C(N=C(O2)C2=C3C=C(N=CC3=C(N=C2)NC)NC(=O)C2CC2)C1